(S,Z)-1-((5-chloro-3'-(pentyloxy)-[1,1'-biphenyl]-2-yl)sulfonyl)-4-fluoro-N-(4-(methylsulfonyl)but-3-en-2-yl)piperidine-4-carboxamide ClC=1C=CC(=C(C1)C1=CC(=CC=C1)OCCCCC)S(=O)(=O)N1CCC(CC1)(C(=O)N[C@@H](C)\C=C/S(=O)(=O)C)F